4-(7,8-diamino-6-chloro-4-oxo-4H-chromen-2-yl)benzonitrile NC1=C(C=C2C(C=C(OC2=C1N)C1=CC=C(C#N)C=C1)=O)Cl